(2R,3S,3aR,4aS,7R,8aS,9S,9aR)-3,9-bis((tert-butyldiphenylsilyl)oxy)-2-(2-((triethylsilyl)oxy)but-3-en-1-yl)decahydrofuro[3,2-b]pyrano[2,3-e]pyran-7-ylethyl pivalate C(C(C)(C)C)(=O)OCC[C@H]1CC[C@H]2[C@@H]([C@@H]([C@H]3[C@@H](O2)[C@H]([C@H](O3)CC(C=C)O[Si](CC)(CC)CC)O[Si](C3=CC=CC=C3)(C3=CC=CC=C3)C(C)(C)C)O[Si](C3=CC=CC=C3)(C3=CC=CC=C3)C(C)(C)C)O1